O1CC(C1)N1CCC(CC1)OC1=NC=CC=C1N ((1-(oxetan-3-yl)piperidin-4-yl)oxy)pyridin-3-amine